7-Fluoro-2-(4-(methylsulfonyl)phenyl)-6-(1'-(oxetan-3-ylmethyl)-[1,4'-bipiperidin]-4-yl)-1H-benzo[d]imidazol FC1=C(C=CC2=C1NC(=N2)C2=CC=C(C=C2)S(=O)(=O)C)C2CCN(CC2)C2CCN(CC2)CC2COC2